rhodium dicyclooctadiene tetrakis(3,5-bis(trifluoromethyl)phenyl)borate FC(C=1C=C(C=C(C1)C(F)(F)F)[B-](C1=CC(=CC(=C1)C(F)(F)F)C(F)(F)F)(C1=CC(=CC(=C1)C(F)(F)F)C(F)(F)F)C1=CC(=CC(=C1)C(F)(F)F)C(F)(F)F)(F)F.C1=CC=CCCCC1.C1=CC=CCCCC1.[Rh+3].FC(F)(F)C=1C=C(C=C(C1)C(F)(F)F)[B-](C1=CC(=CC(=C1)C(F)(F)F)C(F)(F)F)(C1=CC(=CC(=C1)C(F)(F)F)C(F)(F)F)C1=CC(=CC(=C1)C(F)(F)F)C(F)(F)F.FC(F)(F)C=1C=C(C=C(C1)C(F)(F)F)[B-](C1=CC(=CC(=C1)C(F)(F)F)C(F)(F)F)(C1=CC(=CC(=C1)C(F)(F)F)C(F)(F)F)C1=CC(=CC(=C1)C(F)(F)F)C(F)(F)F